ClCC=1C=C2C=C(C=NC2=C(C1)N1C(N(C(C1)=O)C)=O)C1CC1 1-(6-(chloromethyl)-3-cyclopropylquinolin-8-yl)-3-methylimidazolidine-2,4-dione